NC1(CC(C1)(C)CO)C1=NC=C(C=N1)C=1C=CC2=C(C1)N1[C@H]3C4=C(C(N([C@@H](C1=N2)C3)C)=O)C=CC=C4OC(F)F (7R,14R)-11-{2-[cis-1-amino-3-(hydroxymethyl)-3-methylcyclobutyl]pyrimidin-5-yl}-1-(difluoromethoxy)-6-methyl-6,7-dihydro-7,14-methanobenzimidazo[1,2-b][2,5]-benzodiazocin-5(14H)-one